ClC=1C=C(C=C(C1)Cl)C1=C(N=C2N1N=CC(=C2C(C)C)C(=O)N[C@H]2CCOC1=C2C=CC=C1)C 3-(3,5-dichlorophenyl)-N-[(4S)-3,4-dihydro-2H-1-benzopyran-4-yl]-8-isopropyl-2-methylimidazo[1,2-b]pyridazine-7-carboxamide